(2-((2S,4S)-4-amino-2-(hydroxymethyl)pyrrolidin-1-yl)-4-(3-cyanopyridin-4-yl)phenyl)-2-(2-fluoro-6-methoxyphenyl)pyrimidine-4-carboxamide N[C@H]1C[C@H](N(C1)C1=C(C=CC(=C1)C1=C(C=NC=C1)C#N)C=1C(=NC(=NC1)C1=C(C=CC=C1OC)F)C(=O)N)CO